C1(=CC=CC=C1)B(C1=CC=CC=C1)C1=CC=CC=C1 tri-phenylborane